ClC1=NC(=NC=C1C(F)(F)F)SC 4-chloro-2-(methylsulfanyl)-5-(trifluoromethyl)-pyrimidine